3-((1-(6-aminohexan-2-yl)-7-(dimethylcarbamoyl)-1H-benzo[d]imidazol-2-yl)carbamoyl)benzoic acid NCCCCC(C)N1C(=NC2=C1C(=CC=C2)C(N(C)C)=O)NC(=O)C=2C=C(C(=O)O)C=CC2